FC(C1=C(C(=C2C(=N1)CN(C2)C(CC2CN(C2)C2=CC(=NC=C2)C(F)F)=O)C)C)F 1-[2-(difluoromethyl)-3,4-dimethyl-5,7-dihydro-6H-pyrrolo[3,4-b]Pyridin-6-yl]-2-{1-[2-(difluoromethyl)pyridin-4-yl]Azetidin-3-yl}ethanone